O[C@@H](CC1=CC=C(C=C1)C(C)=O)C (R)-1-(4-(2-hydroxypropyl)phenyl)ethan-1-one